[Cl-].CC(C)(CCC(C)C)PC(C)(CCC(C)C)C bis(2,5-dimethyl-2-hexyl)phosphine chloride